C1(CC1)N1CC(C1)N(C(O)=O)C=1N=CC2=C(C(=C(C=C2C1)C1=C(C2=C(OCCN2)N=C1)C)F)N.C(C)(C)(C)N(C(C(=C)C)=O)P(=O)(OCC)OCC N-tert-butyl-N-(diethylphosphono)methacrylamide 1-Cyclopropylazetidin-3-yl-(8-amino-7-fluoro-6-(8-methyl-2,3-dihydro-1H-pyrido[2,3-b][1,4]oxazin-7-yl)isoquinolin-3-yl)carbamate